4-(methylsulfonyl)-1-((4-phenoxy-butyryl)glycyl)pyrrolidine-2-carboxamide CS(=O)(=O)C1CC(N(C1)C(CNC(CCCOC1=CC=CC=C1)=O)=O)C(=O)N